β-aminopropionitrile hydrochloride Cl.NCCC#N